ClC=1C(=C(CN2[C@@H](C[C@@](CC2)(C(=O)O)CC2=NC(=CC(=C2F)N2CC(C2)O)NC2=NNC(=C2)C)C)C=CC1)F (2R,4R)-1-(3-chloro-2-fluorobenzyl)-4-((3-fluoro-4-(3-hydroxy-azetidin-1-yl)-6-((5-methyl-1H-pyrazol-3-yl)amino)pyridin-2-yl)methyl)-2-methylpiperidine-4-carboxylic acid